2-[(2-chloro-3-fluoro-benzoyl)amino]-4-[2-phenylethyl-[4-(5,6,7,8-tetrahydro-1,8-naphthyridin-2-yl)butyl]amino]butanoic acid ClC1=C(C(=O)NC(C(=O)O)CCN(CCCCC2=NC=3NCCCC3C=C2)CCC2=CC=CC=C2)C=CC=C1F